methyl (2S)-2-(((2-(3-chlorophenyl)-2,2-difluoro-1-phenylethoxy)carbonyl)amino)-3-(1-ethylcyclopropyl)propanoate ClC=1C=C(C=CC1)C(C(OC(=O)N[C@H](C(=O)OC)CC1(CC1)CC)C1=CC=CC=C1)(F)F